diethyl-2,6-dimethyl-1,4-dihydropyridine-3,5-dicarboxylic acid C(C)C1(C(=C(NC(=C1C(=O)O)C)C)C(=O)O)CC